ClC1=C2C(=NC=C1OC=1C=NN3C1C(=NC=C3)OCCOC)N=C(N2C)NC=2C(N(C=C(C2)C2CC2)C)=O 3-((7-chloro-6-((4-(2-methoxyethoxy)pyrazolo[1,5-a]pyrazin-3-yl)oxy)-1-methyl-1H-imidazo[4,5-b]pyridin-2-yl)amino)-5-cyclopropyl-1-methylpyridin-2(1H)-one